ClC=1C=C(C=CC1F)NC(N(CC)[C@H](C)C1=CNC(C2=CC(=C(C=C12)F)F)=O)=O (R)-3-(3-chloro-4-fluorophenyl)-1-(1-(6,7-difluoro-1-oxo-1,2-dihydroisoquinolin-4-yl)ethyl)-1-ethylurea